ClC=1C=NC(=C(C(=O)NC2CCC(CC2)CN2C(N(C3=C2C=CC=C3)C=3C=C2C(=NC3)N(C=C2C)C)=O)C1)C 5-chloro-N-((1r,4r)-4-((3-(1,3-dimethyl-1H-pyrrolo[2,3-b]pyridin-5-yl)-2-oxo-2,3-dihydro-1H-benzo[d]imidazol-1-yl)methyl)cyclohexyl)-2-methylnicotinamide